Cl.C(C=C)N 2-propen-1-ylamine hydrochloric acid salt